FC=1C=C(C=CC1N1CCSCC1)NC1=NC=CC(=N1)OC1=C(C=C(C=C1C)/C=C/C#N)C (E)-3-(4-((2-((3-fluoro-4-thiomorpholinophenyl)amino)pyrimidin-4-yl)oxy)-3,5-dimethylphenyl)acrylonitrile